BrC=1C=CC2=C(N(C(O2)=O)CC)C1 5-bromo-3-ethyl-1,3-benzoxazol-2(3H)-one